FC([C@@H]1CN(CC1)C1=CC=C(C=N1)C1CN(C1)C(=O)N1C[C@H](CC1)C(=O)N)(F)F (3S)-1-[3-[6-[(3S)-3-(Trifluoromethyl)pyrrolidin-1-yl]-3-pyridyl]azetidine-1-carbonyl]pyrrolidine-3-carboxamide